platinum ammonia oxide [NH3]=O.[Pt]